CC(CCCCC)C(C(C(C(=O)[O-])(C(C)CCCCC)C(C)CCCCC)(O)C(=O)[O-])C(=O)[O-] Tri-(2-heptyl)citrat